CC1=C(C(=C(N1)C1=C(C=CC=C1)OC(F)(F)F)C(=O)O)[N+](=O)[O-] 5-methyl-4-nitro-2-(2-(trifluoromethoxy)phenyl)-1H-pyrrole-3-carboxylic acid